5-chloro-2-({[(1-methyl-1H-pyrazol-3-yl)methyl]amino}methyl)-7,8-dihydro-6H-spiro[[1,3]oxazolo[5,4-f]quinazoline-9,1'-cyclohexane]-7-one ClC=1C=C2C(=C3C1NC(NC31CCCCC1)=O)OC(=N2)CNCC2=NN(C=C2)C